C(C)(C)(C)C1=NN(C(=C1)NC(=O)OCC(Cl)(Cl)Cl)C1CCN(CC1)C(=O)[O-] 4-[3-tert-Butyl-5-(2,2,2-trichloro-ethoxycarbonylamino)-pyrazol-1-yl]-piperidine-1-carboxylate